C(C)C1CNC1 3-ethyl-azetidine